divanadium trisulfide [S-2].[S-2].[S-2].[V+5].[V+5]